FC=1C=C(C=CC1N1CCN(CC1)CC1CC1)C1(N=C(NN1)N)N 5-(3-fluoro-4-(4-cyclopropylmethylpiperazin-1-yl)phenyl)-1H-1,2,4-triazole-3,5-diamine